3-((1R,3R)-1-(6-fluoro-3-(2-((3-fluoropropyl)amino)ethoxy)-2-methylphenyl)-3-methyl-1,3,4,9-tetrahydro-2H-pyrido[3,4-b]indol-2-yl)propionic acid FC1=CC=C(C(=C1[C@H]1N([C@@H](CC2=C1NC1=CC=CC=C21)C)CCC(=O)O)C)OCCNCCCF